N(=[N+]=[N-])C(C)C1=C2C=C(N=CC2=C(N=C1)OC)NC1=NC(=NC=C1)C(C)(C)F 5-(1-azidoethyl)-N-(2-(2-fluoroprop-2-yl)pyrimidin-4-yl)-8-methoxy-2,7-naphthyridin-3-amine